9,9-Dimethyl-4,5-bis(diphenylphosphino)xanthen CC1(C2=CC=CC(=C2OC=2C(=CC=CC12)P(C1=CC=CC=C1)C1=CC=CC=C1)P(C1=CC=CC=C1)C1=CC=CC=C1)C